CN(C(OCC1=CC=CC=C1)=O)CC1=C(C=CC=C1)C=1SC(=CC1)/C(/C)=N/S(=O)C(C)(C)C benzyl N-methyl-N-[(2-{5-[(1E)-1-[(2-methylpropane-2-sulfinyl)imino]ethyl]thiophen-2-yl}phenyl)methyl]carbamate